(S)-2-amino-N-(1,4-dimethylpiperidin-4-yl)-3-(3-fluoro-4-((3-methyl-1H-pyrrolo[2,3-b]pyridin-4-yl)oxy)phenyl)propanamide N[C@H](C(=O)NC1(CCN(CC1)C)C)CC1=CC(=C(C=C1)OC1=C2C(=NC=C1)NC=C2C)F